C(C)(=O)OC1([C@H](O[C@@H]2OC(O[C@@H]21)(C)C)COC(CC2=CC=C(C=C2)N2[C@@H](CCC2)C(=O)O)(C(=O)OCC)C(=O)OCC)C#C (S)-1-(4-(2-(((3ar,5r,6ar)-6-acetoxy-6-ethynyl-2,2-dimethyltetrahydrofurano[2,3-d][1,3]dioxol-5-yl)methoxy)-3-ethoxy-2-(ethoxycarbonyl)-3-oxopropyl)phenyl)pyrrolidine-2-carboxylic acid